C(C)(C)(C)C=1C=CC(=NC1)C(=O)[O-] 5-tert-butylpyridine-2-carboxylate